6-((4-(1-((3-fluorobicyclo[1.1.1]pentan-1-yl)methyl)-1H-benzo[d]imidazol-2-yl)piperidin-1-yl)methyl)-3-(2-fluorophenyl)-1-methyl-1H-indazole FC12CC(C1)(C2)CN2C(=NC1=C2C=CC=C1)C1CCN(CC1)CC1=CC=C2C(=NN(C2=C1)C)C1=C(C=CC=C1)F